N-carbamoylaspartate C(N)(=O)N[C@@H](CC(=O)[O-])C(=O)[O-]